15-Bromopentadecanoic acid ethyl ester C(C)OC(CCCCCCCCCCCCCCBr)=O